The molecule is a monoterpene that is bicyclo[4.1.0]hept-2-ene substituted by methyl groups at positions 4, 7 and 7 respectively (the 1R,4S,6S-stereoisomer). It has a role as a metabolite. It derives from a hydride of a carane. C[C@H]1C[C@H]2[C@H](C2(C)C)C=C1